3-[(3-chloro-2-methoxyphenyl)amino]-2-(3-{[(2R)-1-[(2E)-4-(3,3-difluoropyrrolidin-1-yl)but-2-enoyl]azetidin-2-yl]methoxy}pyridin-4-yl)-1H,5H,6H,7H-pyrrolo[3,2-c]pyridin-4-one ClC=1C(=C(C=CC1)NC1=C(NC2=C1C(NCC2)=O)C2=C(C=NC=C2)OC[C@@H]2N(CC2)C(\C=C\CN2CC(CC2)(F)F)=O)OC